ClC=1C=CC(=C2C3(NC(NC12)=O)CCCCC3)OC3CC(C3)C(=O)O 3-[(8'-Chloro-2'-oxo-2',3'-dihydro-1'H-spiro[cyclohexane-1,4'-quinazolin]-5'-yl)oxy]cyclobutanecarboxylic acid